3-amino-N-phenethylpropanamide NCCC(=O)NCCC1=CC=CC=C1